L-2,4-dihydroxybenzoic acid OC1=C(C(=O)O)C=CC(=C1)O